methyl (S)-2-benzyl-7-methyl-3-(piperidin-4-yl)-3,7,8,9-tetrahydro-6H-imidazo[4,5-f]quinoline-6-carboxylate C(C1=CC=CC=C1)C=1N(C=2C(=C3CC[C@@H](N(C3=CC2)C(=O)OC)C)N1)C1CCNCC1